COC1(CCOCC1)C=O (4-methoxytetrahydro-2H-pyran-4-yl)methanone